3-(trifluoromethyl)benzyl-sulfonamide FC(C=1C=C(CS(=O)(=O)N)C=CC1)(F)F